N1=C\2C(=CC=C1)CC/C2=N\NC=2N=NC1=C(NC=3C=CC(=CC13)OC)N2 (E)-3-(2-(5,6-dihydro-7H-cyclopenta[b]pyridin-7-ylidene)hydrazino)-8-methoxy-5H-[1,2,4]triazino[5,6-b]indole